3-(5-(2H-1,2,3-triazol-2-yl)pyrid-2-yl)-1-(2,6-difluorobenzyl)-5-((dimethylamino)methyl)-6-(4-aminophenyl)thieno[2,3-d]pyrimidine-2,4(1H,3H)-dione N=1N(N=CC1)C=1C=CC(=NC1)N1C(N(C2=C(C1=O)C(=C(S2)C2=CC=C(C=C2)N)CN(C)C)CC2=C(C=CC=C2F)F)=O